[As]([O-])([O-])([O-])=O arsenate